3-(trimethylsiloxy)-1,1,1,5,5,5-hexamethyltrisiloxane C[Si](O[SiH](O[Si](C)(C)C)O[Si](C)(C)C)(C)C